aluminum(III) methacrylate C(C(=C)C)(=O)[O-].[Al+3].C(C(=C)C)(=O)[O-].C(C(=C)C)(=O)[O-]